CC1=C(C(CCC1O)(C)C)/C=C/C(=C\\C=C\\C(=C\\C(=O)O)\\C)/C The molecule is a retinoid that consists of 9-cis-retinoic acid bearing a hydroxy substituent at position 4 on the cyclohexenyl ring. It is a retinoid and a secondary allylic alcohol. It derives from a 9-cis-retinoic acid. It is a conjugate acid of a 9-cis-4-hydroxyretinoate.